tert-butyl N-[2-[(5-bromopyrimidin-2-yl)amino]ethyl]carbamate BrC=1C=NC(=NC1)NCCNC(OC(C)(C)C)=O